(S)-2-((R)-3-(6-amino-5-oxo-4,5-dihydropyrazin-2-yl)-4,4-difluoropiperidin-1-yl)-N-(5-(cyclopropyl-methoxy)pyridin-2-yl)propanamide NC=1C(NC=C(N1)[C@H]1CN(CCC1(F)F)[C@H](C(=O)NC1=NC=C(C=C1)OCC1CC1)C)=O